Cl.NC=1C(=C(C=CC1)C=1C=C2C(=NNC2=CC1)NC(=O)C1CNCCC1)F N-[5-(3-amino-2-fluorophenyl)-1H-indazol-3-yl]piperidine-3-carboxamide hydrochloride